N-isopropyl-2',4',6'-trimethyl-2-nitro-[1,1'-biphenyl]-3-amine C(C)(C)NC=1C(=C(C=CC1)C1=C(C=C(C=C1C)C)C)[N+](=O)[O-]